2-(4,4-difluoro-3-methylpiperidin-1-yl)-5-methyl-5,6,7,8-tetrahydroquinoline-3-carboxamide FC1(C(CN(CC1)C1=NC=2CCCC(C2C=C1C(=O)N)C)C)F